2-(5-bromo-6-(3-fluoropyrrolidin-1-yl)pyridin-3-yl)-5-(5-bromopyridin-3-yl)-6,7-dihydrothiazolo[5,4-c]pyridin-4(5H)-one BrC=1C=C(C=NC1N1CC(CC1)F)C=1SC=2C(N(CCC2N1)C=1C=NC=C(C1)Br)=O